2-bromo-4-fluoro-5-(trifluoromethyl)aniline BrC1=C(N)C=C(C(=C1)F)C(F)(F)F